ClC=1C=C(C=CC1F)NC(=O)C1=C(N=CN1C)C1CC2CC(CC2C1)(C1=CC(=NN1C)C=1CCN(CC1)C)O N-(3-chloro-4-fluorophenyl)-4-(5-hydroxy-5-(1-methyl-3-(1-methyl-1,2,3,6-tetrahydropyridin-4-yl)-1H-pyrazol-5-yl)octahydropentalen-2-yl)-1-methyl-1H-imidazole-5-carboxamide